C(C1=CC=CC=C1)[C@@]1([C@@H]([C@@H](OCC2=CC=CC=C2)[C@@H](O)[C@@H](O1)C(=O)[O-])N(C(C)=O)C(C)=O)O[C@@H]1[C@H]([C@H](OCC=C)O[C@@H]([C@@H]1N=[N+]=[N-])C)NC(C(Cl)(Cl)Cl)=O Allyl (benzyl 3-O-benzyl-2-(N,N-diacetyl)amino-2-deoxy-α-L-altropyranosyluronate)-(1→3)-4-azido-2,4,6-trideoxy-2-trichloroacetamido-β-D-galactopyranoside